methyl (1-fluoroethyl) carbonate C(OC)(OC(C)F)=O